P(=O)(OC(COC(C=C)=O)C)([O-])[O-] mono(1-methyl-2-acryloyloxyethyl) phosphate